C(CCCCCCCCCCCCCCC)(=O)OCCCCCCCCCCCCCCCCCCCCCCCCCCCCCC triacontyl n-hexadecanoate